3-(3-(2-hydroxy-4-(trifluoromethyl)phenyl)-2-oxopyridin-1(2H)-yl)piperidine-1-carboxylate OC1=C(C=CC(=C1)C(F)(F)F)C=1C(N(C=CC1)C1CN(CCC1)C(=O)[O-])=O